1-(4-(ethoxymethyl)-4-phenethylpiperidin-1-yl)cyclohexyl-2-methylpyridine C(C)OCC1(CCN(CC1)C1(CCCCC1)C=1C(=NC=CC1)C)CCC1=CC=CC=C1